4-Amino-8-bromo-N-propylcinnoline-3-carboxamide CCCC1=C2C(=C(N=NC2=C(C=C1)Br)C(=O)N)N